C(C)(C)(C)OC(=O)N[C@H](COC=1C=C(C=CC1C)C#CCCCC(=O)O)CCC(N)=O 6-[3-[(2S)-2-[(tert-butoxycarbonyl)amino]4-carbamoylbutoxy]-4-methylphenyl]hex-5-ynoic acid